5-((trans-3-(5-(5-ethoxypyridin-2-yl)-4-(2-fluorophenyl)-4H-1,2,4-triazol-3-yl)cyclobutyl)carbamoyl)quinoline 1-oxide C(C)OC=1C=CC(=NC1)C=1N(C(=NN1)[C@@H]1C[C@H](C1)NC(=O)C1=C2C=CC=[N+](C2=CC=C1)[O-])C1=C(C=CC=C1)F